tert-butyl N-[5-[(1S)-1-[[3,5-bis(trifluoromethyl)benzoyl]amino]ethyl]-1-pyrimidin-2-yl-1,2,4-triazol-3-yl]-N-methyl-carbamate FC(C=1C=C(C(=O)N[C@@H](C)C2=NC(=NN2C2=NC=CC=N2)N(C(OC(C)(C)C)=O)C)C=C(C1)C(F)(F)F)(F)F